O[C@H]1[C@@](COC1)(C)N1CCN(CC1)C=1C=C2C=C(N=CC2=CC1C)NC(=O)[C@@H]1CC12CCOCC2 (R)-N-(6-(4-((3S,4S)-4-hydroxy-3-methyltetrahydrofuran-3-yl)piperazin-1-yl)-7-methylisoquinolin-3-yl)-6-oxaspiro[2.5]octane-1-carboxamide